3-isopropoxy-1,2-propanediol C(C)(C)OCC(CO)O